[2H][C@]1(C[C@@H]([C@H](O[C@@H]1C(F)(F)F)C1=C(C=CC(=C1)F)F)N)N1CC2=NN(C=C2C1)S(=O)(=O)C (2R,3S,5R,6S)-5-deutero-2-(2,5-difluorophenyl)-5-(2-methylsulfonyl-4,6-dihydropyrrolo[3,4-c]pyrazol-5-yl)-6-(trifluoromethyl)tetrahydropyran-3-amine